FC1=C(C=CC(=C1)C1=NN(C=N1)C1=CC=C(C=C1)OC(C(F)(F)F)(F)F)NC(=O)\N=C\1/SCC(N1C1=C(C=CC(=C1)C)C(C)C)=O (Z)-1-(2-fluoro-4-(1-(4-(perfluoroethoxy)phenyl)-1H-1,2,4-triazol-3-yl)phenyl)-3-(3-(2-isopropyl-5-methylphenyl)-4-oxothiazolidin-2-ylidene)urea